C(C)OC(=O)C1=C(N2C(S1)=C(C(=N2)C)C2=C(C(=CC(=C2)F)F)F)Cl 3-chloro-6-methyl-7-(2,3,5-trifluorophenyl)pyrazolo[3,2-b][1,3]Thiazole-2-carboxylic acid ethyl ester